N-(3-((1s,3s)-3-(cyanomethyl)-1-(4-methyl-4H-1,2,4-triazol-3-yl)cyclobutyl)phenyl)-4-((cycloheptylamino)methyl)-7,7-dimethyl-6,7-dihydro-5H-cyclopenta[b]pyridine-2-carboxamide C(#N)CC1CC(C1)(C1=NN=CN1C)C=1C=C(C=CC1)NC(=O)C1=CC(=C2C(=N1)C(CC2)(C)C)CNC2CCCCCC2